(3-Chloro-4-isocyanatophenyl)-1-((5-cyano-1H-pyrazol-3-yl)methyl)-1-(2-methoxypyrimidin-5-yl)urea ClC=1C=C(C=CC1N=C=O)NC(N(C=1C=NC(=NC1)OC)CC1=NNC(=C1)C#N)=O